3-benzyl-1-(trans-4-((5-cyanopyridin-2-yl)amino)cyclohexyl)-1-(3-methoxy-4-(1-methyl-1H-pyrazol-4-yl)phenyl)urea C(C1=CC=CC=C1)NC(N(C1=CC(=C(C=C1)C=1C=NN(C1)C)OC)[C@@H]1CC[C@H](CC1)NC1=NC=C(C=C1)C#N)=O